BrC=1C=CC(=NC1)[C@H]1N([C@@H](CC2=C(C(=CC=C12)N)C)C)CC(COC)(F)F (1s,3r)-1-(5-bromopyridin-2-yl)-2-(2,2-difluoro-3-methoxypropyl)-3,5-dimethyl-1,2,3,4-tetrahydroisoquinolin-6-amine